{6-[bis(thien-2-ylmethyl)amino]-6-oxohexyl}carbamic acid tert-butyl ester C(C)(C)(C)OC(NCCCCCC(=O)N(CC=1SC=CC1)CC=1SC=CC1)=O